O=C1NC(CCC1N1C(C2=CC=CC(=C2C1=O)NCCCN(C(OC(C)(C)C)=O)C)=O)=O tert-butyl (3-((2-(2,6-dioxopiperidin-3-yl)-1,3-dioxoisoindolin-4-yl)amino)propyl)(methyl)carbamate